[Si](C)(C)(C(C)(C)C)OCCN1C[C@@H](CCC1)NC=1OC=2C(=NC(=CC2OC)C2=C(C=C(C#N)C=C2OCOCC[Si](C)(C)C)C)N1 4-[2-[[(3R)-1-[2-[tert-butyl(dimethyl)silyl]oxyethyl]-3-piperidyl]amino]-7-methoxy-oxazolo[4,5-b]pyridin-5-yl]-3-methyl-5-(2-trimethylsilylethoxymethoxy)benzonitrile